2-methyl-6-[1-(2,2,3,3,3-pentafluoro-propyl)-1H-pyrazol-4-yl]-1-phenyl-7-(trifluoromethyl)-1H,5H-imidazo[1,2-a]pyrimidin-5-one CC=1N(C=2N(C(C(=C(N2)C(F)(F)F)C=2C=NN(C2)CC(C(F)(F)F)(F)F)=O)C1)C1=CC=CC=C1